NC=1C2=C(N=CN1)N(C(=C2C2=C1C=NN(C1=CC=C2)C)C#CC2CN(C2)[C@H]2[C@H](CN(CC2)C(C=C)=O)O)C 1-((3S,4R)-4-(3-((4-amino-7-methyl-5-(1-methyl-1H-indazol-4-yl)-7H-pyrrolo[2,3-d]pyrimidin-6-yl)ethynyl)azetidin-1-yl)-3-hydroxypiperidin-1-yl)prop-2-en-1-one